(methylene) diacrylate C(C=C)(=O)OCOC(C=C)=O